ethyl {[2-({4-[N-(3-bromo-4-fluorophenyl)-N'-hydroxycarbamimidoyl]-1,2,5-oxadiazol-3-yl}sulfanyl)ethyl]carbamoyl}carbamate BrC=1C=C(C=CC1F)NC(=NO)C=1C(=NON1)SCCNC(=O)NC(OCC)=O